2-[3-(3-propylpiperazin-1-yl)-1,2,4-triazin-6-yl]-5-(1H-pyrazol-4-yl)phenol dihydrochloride Cl.Cl.C(CC)C1CN(CCN1)C=1N=NC(=CN1)C1=C(C=C(C=C1)C=1C=NNC1)O